ClC1=C(C=C(OCC(=O)NC23CC(C2)(C3)NC(COC3=NC=CC=C3)=O)C=C1)F 2-(4-chloro-3-fluorophenoxy)-N-(3-{2-[(pyridin-2-yl)oxy]acetylamino}bicyclo[1.1.1]pentan-1-yl)acetamide